N[C@@H]1[C@@H](OCC12CCN(CC2)C=2N=CC(=NC2)SC=2C(=C1C(N(C=NC1=CC2)CN2CCOCC2)=O)Cl)C 6-((5-((3S,4S)-4-amino-3-methyl-2-oxa-8-azaspiro[4.5]decan-8-yl)pyrazin-2-yl)thio)-5-chloro-3-(morpholinomethyl)quinazolin-4(3H)-one